methyl 2-bromomethyl-6-(4-methoxy-phenyl)-nicotinate BrCC1=C(C(=O)OC)C=CC(=N1)C1=CC=C(C=C1)OC